CN1C(=CC2=C(C=C(C=C12)C(F)(F)F)C)C=O (1,4-dimethyl-6-(trifluoromethyl)-1H-indol-2-yl)methanone